benzyl (2R,3R)-2-bromo-3-hydroxy-4-methylpentanoate Br[C@@H](C(=O)OCC1=CC=CC=C1)[C@@H](C(C)C)O